5-(4-fluorophenyl)-7-iodo-6-isopropyl-1-(p-tolylsulfonyl)pyrrolo[2,3-f]indazole FC1=CC=C(C=C1)N1C(=C(C2=C1C=C1C=NN(C1=C2)S(=O)(=O)C2=CC=C(C=C2)C)I)C(C)C